NC(CC)N 1-aminopropylamine